C1(CCCCC1)NC=1C(=CC=CC1)N N1-cyclohexylbenzene-1,2-diamine